C(CCCCCC(=O)O)(=O)SCCNC(CCNC([C@@H](C(COP(OP(OC[C@@H]1[C@H]([C@H]([C@@H](O1)N1C=NC=2C(N)=NC=NC12)O)OP(=O)(O)O)(=O)O)(=O)O)(C)C)O)=O)=O pimeloyl-coenzyme A